1-(5-chloro-3-methoxypyridin-2-yl)-3-(isoquinolin-4-yl)-2-oxoimidazolidine-4-carbonitrile ClC=1C=C(C(=NC1)N1C(N(C(C1)C#N)C1=CN=CC2=CC=CC=C12)=O)OC